CC(C)\C=C\C[C@@H](C)[C@H]1CC[C@H]2[C@@H]3CC=C4CCCC[C@]4(C)[C@H]3CC[C@]12C (23E)-cholest-5(6),23(24)-diene